imino(1-(2-(7-methoxyquinolin-4-yl)ethyl)azetidin-3-yl)(methyl)-λ6-sulfanone N=S(=O)(C)C1CN(C1)CCC1=CC=NC2=CC(=CC=C12)OC